O=C1N(C=CC(=N1)N)NC1=NC(NC=C1)=O 2-oxo-4-amino-1,2-dihydropyrimidin-1-yl-(cytosine)